C(C)(C)C=1C(=NNC1C=1C=C(C=2N(C1)N=CN2)OC)C=2SC=1CN(CCC1N2)C 2-(4-isopropyl-5-(8-methoxy-[1,2,4]triazolo[1,5-a]pyridin-6-yl)-1H-pyrazol-3-yl)-5-methyl-4,5,6,7-tetrahydrothiazolo[5,4-c]pyridine